(S)-3-amino-3-(2',5'-dimethylbiphenyl-3-yl)propionic acid ethyl ester C(C)OC(C[C@@H](C=1C=C(C=CC1)C1=C(C=CC(=C1)C)C)N)=O